NC[C@@]1(COCC1)CO |r| (+/-)-[3-(aminomethyl)oxolan-3-yl]methanol